1-([1,1'-biphenyl]-4-yl)-2,3,4,9-tetrahydro-1H-pyrido[3,4-b]indole C1(=CC=C(C=C1)C1NCCC2=C1NC1=CC=CC=C21)C2=CC=CC=C2